C12(CC3CC(CC(C1)C3)C2)NC(CCCCCC[NH-])C2=CC(=CC=C2)C2C(NC(CC2)=O)=O 7-((adamantan-1-yl)amino)-N-(3-(2,6-dioxopiperidin-3-yl)phenyl)heptylamide